N(=[N+]=[N-])CCOCCOCCOCCOCCNC1=CC=C(C2=NON=C21)[N+](=O)[O-] N-(14-azido-3,6,9,12-tetraoxatetradecyl)-7-nitrobenzo[c][1,2,5]oxadiazol-4-amine